ClC1=CC(=C2C(=N1)C(=CS2)C(=O)OC)Cl methyl 5,7-dichlorothieno[3,2-b]pyridine-3-carboxylate